1,2,3,4-tetramethylcyclotetrasilazane CN1[SiH](N([SiH](N[SiH2]N[SiH2]1)C)C)C